2,4,6-trihydroxy-1,3-benzenedialdehyde OC1=C(C(=CC(=C1C=O)O)O)C=O